3-((3,3-difluoroazetidine-1-yl)methyl)-4-methoxyaniline FC1(CN(C1)CC=1C=C(N)C=CC1OC)F